C1(=CC=CC=C1)C1=CC(N(C=C1)C[C@H]1CCN(CC12CCCC2)C(=O)N2[C@@H](CNCC2)C2=CC=CC=C2)=O 4-Phenyl-1-(((S)-7-((R)-2-phenylpiperazine-1-carbonyl)-7-azaspiro[4.5]decan-10-yl)methyl)pyridin-2(1H)-one